triethyl-ammonium phosphonate P([O-])([O-])=O.C(C)[NH+](CC)CC.C(C)[NH+](CC)CC